N1C(=NC2=C1C=CC=C2)CNCCN2N=C(C(=C2)C(=O)NCC2=NC=CC=C2F)C(F)(F)F 1-{2-[(1H-1,3-Benzodiazol-2-ylmethyl)amino]ethyl}-N-[(3-fluoropyridin-2-yl)methyl]-3-(trifluoromethyl)-1H-pyrazole-4-carboxamide